(S)-2-ethyl-5-((4-((2-hydroxy-1-phenylethyl)amino)-5-(3-(pyridin-2-yl)-1,2,4-oxadiazol-5-yl)pyrimidin-2-yl)amino)-3,3-dimethylisoindolin-1-one C(C)N1C(C2=CC=C(C=C2C1(C)C)NC1=NC=C(C(=N1)N[C@H](CO)C1=CC=CC=C1)C1=NC(=NO1)C1=NC=CC=C1)=O